3-(4-methoxyphenyl)-5-phenyl-4,5-dihydro-1,2,4,5-oxadiazaborole COC1=CC=C(C=C1)C1=NOB(N1)C1=CC=CC=C1